2-((2S)-1-acryloyl-4-(7-methyl-2-(((S)-1-methylpyrrolidin-2-yl)methoxy)-7-(naphthalen-1-yl)-6,7-dihydro-5H-pyrano[2,3-d]pyrimidin-4-yl)piperazin-2-yl)acetonitrile C(C=C)(=O)N1[C@H](CN(CC1)C=1C2=C(N=C(N1)OC[C@H]1N(CCC1)C)OC(CC2)(C2=CC=CC1=CC=CC=C21)C)CC#N